FC(C1=CC=C(C=C1)N1N=CC(=C1)C=1C=C2C(=CNC2=CC1)NC(=O)C1=CC=NO1)(F)F N-(5-{1-[4-(trifluoromethyl)phenyl]-1H-pyrazol-4-yl}-1H-indol-3-yl)-1,2-oxazole-5-carboxamide